3-((S)-2-hydroxy-3-((R)-8-(4-hydroxy-7-methylquinolin-3-ylsulfonyl)-1-oxa-8-azaspiro[4.5]decan-3-ylamino)propoxy)-N-methylbenzenesulfonamide O[C@H](COC=1C=C(C=CC1)S(=O)(=O)NC)CN[C@H]1COC2(C1)CCN(CC2)S(=O)(=O)C=2C=NC1=CC(=CC=C1C2O)C